4-(2-(4-(2,3-Dichlorophenyl)piperazin-1-yl)-2-carbonylethyl)cyclohexane-1-one ClC1=C(C=CC=C1Cl)N1CCN(CC1)C(CC1CCC(CC1)=O)=C=O